difluoro oxalate borate lithium [Li+].B([O-])([O-])[O-].C(C(=O)OF)(=O)OF.[Li+].[Li+]